N-Boc-Z-glutamate C(=O)(OC(C)(C)C)N[C@@H](CCC(=O)[O-])C(=O)[O-]